2-(pyridine-4-yl)vinyl-1H-indole N1=CC=C(C=C1)C=CN1C=CC2=CC=CC=C12